BrC1=CC(=C(C=C1)C=1NC=CN1)O 2-(4-bromo-2-hydroxyphenyl)imidazole